CN(C1=CC=C(C=N1)C=1C=NC=2CCN=CC2C1)C 3-(6-(dimethylamino)pyridin-3-yl)-7,8-dihydro-1,6-naphthyridin